ClC1=CC2=C(N=C(S2)C2=NN=C3N2CCN[C@@H]3C)C=C1 (R)-6-chloro-2-(8-methyl-5,6,7,8-tetrahydro-[1,2,4]triazolo[4,3-a]pyrazin-3-yl)benzo[d]thiazole